C(C)OC(C)N1N=CC(=C1)C=1C=CC=2N(C1C(C)C)N=C(N2)N[C@H]2CN(CCC2)C2=NC1=C(N2C)C=CC(=C1)NC(OCC1=CC=CC=C1)=O Benzyl (2-((3R)-3-((6-(1-(1-ethoxyethyl)-1H-pyrazol-4-yl)-5-isopropyl-[1,2,4]triazolo[1,5-a]pyridin-2-yl)amino)piperidin-1-yl)-1-methyl-1H-benzo[d]imidazol-5-yl)carbamate